tetramethyl-λ5-bismuthanylsulfanyl(tetramethyl)-λ5-bismuthane C[Bi](S[Bi](C)(C)(C)C)(C)(C)C